OC1=C(C(N(C2=CC=CC=C12)CC(C)C)=O)C(=O)NC1=NC=CC=C1 4-hydroxy-1-isobutyl-2-oxo-N-(pyridin-2-yl)-1,2-dihydroquinoline-3-carboxamide